S1C=NC=C1C1=CC=C(C(=O)N)C=C1 4-(1,3-thiazol-5-yl)benzamide